FC=1C=C(C=C(C1)F)NC(=O)NC1=CC(=C(C=C1)C1=C2CNC(C2=C(C=C1)C=1NC(=CN1)C)=O)F 1-(3,5-difluoro-phenyl)-3-{3-fluoro-4-[7-(5-methyl-1H-imidazol-2-yl)-1-oxo-2,3-dihydro-1H-isoindol-4-yl]-phenyl}-urea